dodecyl-dimethyl-methoxysilane C(CCCCCCCCCCC)[Si](OC)(C)C